CC1(C2=CC=CC=C2C=2C=CC(=CC12)C=1C=C(C=CC1)C1=CC(=CC=C1)C1=CC(=NC(=C1)C1=CC=CC=C1)C1=CC=CC=C1)C 4-[3'-(9,9-dimethyl-9H-fluoren-2-yl)-biphenyl-3-yl]-2,6-diphenyl-pyridine